2-([1,1'-biphenyl]-4-ylmethyl)benzo[b]thiophene C1(=CC=C(C=C1)CC1=CC2=C(S1)C=CC=C2)C2=CC=CC=C2